2-(4-bromopyridin-2-yl)-1-fluoropropan-2-ol BrC1=CC(=NC=C1)C(CF)(C)O